CC1=C(NC2=CC=C(C=C12)CN)C1=NC=CC=N1 (3-methyl-2-(pyrimidin-2-yl)-1H-indol-5-yl)methylamine